C(N)(=O)C=1N=NC(=CC1NC1=CC=C(C=C1)CC(=O)O)C1=C(C=CC=C1F)F 2-(4-((3-carbamoyl-6-(2,6-difluorophenyl)pyridazin-4-yl)amino)phenyl)acetic acid